cis-8-dimethylamino-3-(2-methylsulfonyl-phenyl)-8-phenyl-1,3-diazaspiro[4.5]decan-2-one CN(C1(CCC2(CN(C(N2)=O)C2=C(C=CC=C2)S(=O)(=O)C)CC1)C1=CC=CC=C1)C